(2S)-3-hydroxy-1-(2-{[6-(oxetan-3-yloxy)pyridin-3-yl]sulfonyl}-2H,4H,5H,6H-pyrrolo[3,4-c]pyrazol-5-yl)-2-phenylpropan-1-one OC[C@@H](C(=O)N1CC2=NN(C=C2C1)S(=O)(=O)C=1C=NC(=CC1)OC1COC1)C1=CC=CC=C1